CC1(COC1)CON1C(C2=CC=CC=C2C1=O)=O 2-[(3-methyloxetan-3-yl)methoxy]isoindoline-1,3-dione